BrC=1C=C(SC1[N+](=O)[O-])C1OCCO1 2-(4-bromo-5-nitrothiophen-2-yl)-1,3-dioxolane